CS(=O)(=O)OC1=NC=C2C=C(C(NC2=C1F)=O)CC (3-ethyl-8-fluoro-2-oxo-1,2-dihydro-1,6-naphthyridin-7-yl) methylsulfonate